diazoNaphthalene [N+](=[N-])=C1CC=CC2=CC=CC=C12